[(E)-[amino-[3-[2-(1,3-benzothiazol-2-yl)-2-[[3-[(4-ethyl-1,2,5-oxadiazole-3-carbonyl)amino]phenyl]sulfonylamino]ethyl]phenyl]methylene]amino] acetate C(C)(=O)O/N=C(\C1=CC(=CC=C1)CC(NS(=O)(=O)C1=CC(=CC=C1)NC(=O)C1=NON=C1CC)C=1SC2=C(N1)C=CC=C2)/N